C(C)(C)OC(=O)[C@H]1[C@@H](CC=CC1)C(=O)OC(C)C trans-4-cyclohexene-1,2-dicarboxylic acid diisopropyl ester